N-hydroxy-1-isopropyl-N-(4-((4-(2-methylpiperidin-1-yl)phenyl)amino)benzyl)piperidine-4-carboxamide ON(C(=O)C1CCN(CC1)C(C)C)CC1=CC=C(C=C1)NC1=CC=C(C=C1)N1C(CCCC1)C